2-cyclopentyl-4-[6-(m-tolyl)pyrrolo[1,2-b]pyridazin-4-yl]benzoic acid C1(CCCC1)C1=C(C(=O)O)C=CC(=C1)C=1C=2N(N=CC1)C=C(C2)C=2C=C(C=CC2)C